BrC=1N=C/C(/NC1)=N\NC(CC=1N=C2N(C=C(C=C2)C2CC2)C1)=O (E)-N'-(5-bromopyrazin-2(1H)-ylidene)-2-(6-cyclopropylimidazo[1,2-a]pyridin-2-yl)acetohydrazide